C12N(CC(NC1)CC2)C=2C1=C(N=C(N2)OC[C@]23CCCN3C[C@@H](C2)F)C(=C(N=C1)C=1C=C(C=C(C1C1CCC1)F)O)F 3-(4-(2,5-Diazabicyclo[2.2.2]octan-2-yl)-8-fluoro-2-(((2R,7aS)-2-fluorotetrahydro-1H-pyrrolizin-7a(5H)-yl)methoxy)pyrido[4,3-d]pyrimidin-7-yl)-4-cyclobutyl-5-fluorophenol